C(C1=CC=CC=C1)OC(=O)N([C@H](C(=O)O)C1CCCC1)C (S)-2-(benzyloxycarbonyl(methyl)amino)-2-Cyclopentyl-acetic acid